[O-]S(=O)(=O)C(F)(F)F.C(CCCCCCCC)[NH+]1CC(CCC1)CCC 1-Nonyl-3-propylpiperidinium triflate